N,N,N',N'',N''-Pentamethyldiethylen-triamin CN(CCN(CCN(C)C)C)C